4-(2,7-dichloropteridine-4-yl)thiomorpholine 1,1-dioxide ClC1=NC2=NC(=CN=C2C(=N1)N1CCS(CC1)(=O)=O)Cl